C(C1=CC=CC=C1)C=1NC2=CC=CC=C2C1.[Br] bromine benzylindole